(S)-3-isopropyl-5-(4-(1-((5-(6-(methylsulfonyl)pyridin-3-yl)thiazolo[5,4-b]pyridin-2-yl)oxy)ethyl)piperidin-1-yl)-1,2,4-oxadiazol C(C)(C)C1=NOC(=N1)N1CCC(CC1)[C@H](C)OC=1SC2=NC(=CC=C2N1)C=1C=NC(=CC1)S(=O)(=O)C